O=C1C=C(OC2=C(C=CC=C12)C(F)(F)F)C(=O)O 4-oxo-8-(trifluoromethyl)-4H-chromene-2-carboxylic acid